[I-].C(C(=C)C)(=O)OCCCCCC[N+](C)(C)C 5-(methacryloyloxy)pentylmethyl-trimethyl-ammonium iodide